4,4-dimethyl-2-(4-phenylbut-1-en-1-yl)-1-(phenylsulfonyl)azepane CC1(CC(N(CCC1)S(=O)(=O)C1=CC=CC=C1)C=CCCC1=CC=CC=C1)C